CC1=NN2C(N=C(C=C2N(C)C)C)=C1N 2,5,N7,N7-tetramethyl-pyrazolo[1,5-a]pyrimidine-3,7-diamine